bis(4-fluorophenyl) thiosulfate S(=S)(=O)(OC1=CC=C(C=C1)F)OC1=CC=C(C=C1)F